6'H-spiro[piperidine-4,5'-pyrrolo[1,2-b]pyrazole]-4'-amine N1N2C(C=C1)=C(C1(C2)CCNCC1)N